BrC1=CC=C2C=C(C(=NC2=C1)O)C(F)(F)F 7-bromo-3-(trifluoromethyl)quinolin-2-ol